5-(5-((3-ethyl-2-oxo-1,2-dihydropyrido[2,3-b]pyrazin-7-yl)methyl)-2,5-diazabicyclo[4.2.0]oct-2-yl)-N-methylpyridinecarboxamide C(C)C=1C(NC2=C(N1)N=CC(=C2)CN2CCN(C1CCC21)C=2C=CC(=NC2)C(=O)NC)=O